(S)-(1-ethylpyrrolidin-2-yl)methanamine C(C)N1[C@@H](CCC1)CN